C(C)N(CC)CC.P(=O)(O)(O)OC[C@@H]1[C@H]([C@H]([C@@H](O1)N1C=NC=2C(=O)NC(N)=NC12)O)O guanosine monophosphate triethylamine salt